6-fluoro-8-(5-fluoro-3-methyl-1H-indol-7-yl)-1,9-dimethylspiro[5H-pyrazolo[4,3-c]quinoline-4,1-cyclobutane] FC1=CC(=C(C=2C3=C(C=NN3C)C3(CCC3)NC12)C)C=1C=C(C=C2C(=CNC12)C)F